C(C)(C)(C)OC(=O)NC1=CC(=C(C=C1)C1CCC(CC1)C(=O)OCC)F ethyl 4-(4-((tert-butoxycarbonyl)amino)-2-fluorophenyl)cyclohexane-1-carboxylate